(S)-3-fluoro-1-[(R)-7-(4-fluorobenzoyl)-8-methyl-3-(3-methyl-1,2,4-thiadiazole-5-yl)-5,6,7,8-tetrahydroimidazo[1,5-a]pyrazin-1-yl]pyrrolidin-2-one F[C@@H]1C(N(CC1)C=1N=C(N2C1[C@H](N(CC2)C(C2=CC=C(C=C2)F)=O)C)C2=NC(=NS2)C)=O